Tert-butyl (4-((5-bromobenzo[d]oxazol-2-yl)amino)butyl)carbamate BrC=1C=CC2=C(N=C(O2)NCCCCNC(OC(C)(C)C)=O)C1